ClC=1N=C(C2=C(N1)C(=CS2)C2=C(C=C(C=C2)N2CCOCC2)OC)NC 2-chloro-7-(2-methoxy-4-morpholino-phenyl)-N-methyl-thieno[3,2-d]pyrimidin-4-amine